C(C)(=O)O\C=C\CCCCCCCCCCCCCC (E)-l-1-hexadecenyl acetate